maleic acid bis(1-ethynyl cyclohexyl) ester C(#C)C1(CCCCC1)OC(\C=C/C(=O)OC1(CCCCC1)C#C)=O